2-(4-ethoxy-2,3-difluorophenoxy)ethanol C(C)OC1=C(C(=C(OCCO)C=C1)F)F